ClC=1C=NC(=C(C(=O)N)C1)C(F)F 5-chloro-2-(difluoromethyl)nicotinamide